Tert-Butyl N-[trans-(7RS,9RS)-3-cyclopropyl-5-(2-methylpropylsulfamoyl)-7-(pyridin-3-carbonylamino)-8,9-dihydro-7H-cyclopenta[h]isochinolin-9-yl]carbamat C1(CC1)C=1N=CC2=C3C(=CC(=C2C1)S(NCC(C)C)(=O)=O)[C@@H](C[C@H]3NC(OC(C)(C)C)=O)NC(=O)C=3C=NC=CC3 |r|